(3,4-Dihydro-1(2H)-quinolinyl)(5-(1-pyrrolidinyl)-3-pyridinyl)methanone N1(CCCC2=CC=CC=C12)C(=O)C=1C=NC=C(C1)N1CCCC1